COC1=C(C=CC=C1)C(C(=O)OC)=[N+]=[N-] methyl (2-methoxyphenyl)diazoacetate